p-dimethylaminophenylbiphenylene CN(C1=CC=C(C=C1)C1=CC=CC=2C3=CC=CC=C3C12)C